tert-butyl (S)-4-(7-(4-cyanopyridin-2-yl)-5-(difluoromethyl)-7H-pyrrolo[2,3-d]pyrimidin-4-yl)-3-methylpiperazine-1-carboxylate C(#N)C1=CC(=NC=C1)N1C=C(C2=C1N=CN=C2N2[C@H](CN(CC2)C(=O)OC(C)(C)C)C)C(F)F